NC1=CC=C2C(CC(C2=C1)(C1=CC(=CC=C1)N)C)(C)C 6-amino-1,3,3-trimethyl-1-(3-aminophenyl)-indane